4-(fluoromethyl)-3-iodo-1H-pyrrolo[3,2-c]pyridine FCC1=NC=CC2=C1C(=CN2)I